ClC=1C=CC(=C(C1)C1=CC=C2C(=NC(=NC2=C1F)OC[C@H]1N(CCC1)C)N1C[C@@H](N(CC1)C(/C(=C/C=1SC=CN1)/F)=O)CC#N)OC(F)(F)F 2-((S)-4-(7-(5-chloro-2-(trifluoromethoxy)phenyl)-8-fluoro-2-(((S)-1-methylpyrrolidin-2-yl)methoxy)quinazolin-4-yl)-1-((Z)-2-fluoro-3-(thiazol-2-yl)acryloyl)piperazin-2-yl)acetonitrile